(1R,5S,8r)-3-benzyl-8-(4-bromophenyl)-3-azabicyclo[3.2.1]Octan-8-ol C(C1=CC=CC=C1)N1C[C@H]2CC[C@@H](C1)C2(O)C2=CC=C(C=C2)Br